N1N=CC=C1C1CN(CC1)C(=O)N1CCC(CC1)CC1=CC=C(C=C1)C(F)(F)F [3-(1H-Pyrazol-5-yl)pyrrolidin-1-yl]-[4-[[4-(trifluoromethyl)phenyl]methyl]-1-piperidyl]methanone